FC(CCOCF)F fluoromethyl difluoropropyl ether